6-fluoro-5-(1-(2-fluorophenyl)ethyl)-3-((thiazol-2-ylmethyl)amino)-4H-benzo[e][1,2,4]thiadiazine 1,1-dioxide FC=1C=CC2=C(NC(=NS2(=O)=O)NCC=2SC=CN2)C1C(C)C1=C(C=CC=C1)F